1,4-bis(2-cyanoethoxy)butane tert-Butyl-4-((3-((2,4-dichlorophenoxy)methyl)-1H-pyrazol-1-yl)methyl)piperidine-1-carboxylate C(C)(C)(C)OC(=O)N1CCC(CC1)CN1N=C(C=C1)COC1=C(C=C(C=C1)Cl)Cl.C(#N)CCOCCCCOCCC#N